CN1N=C(C(=C1)C1=C2C(=NC=C1)NN=C2)C2=NC=C(C=C2)C 4-(1-Methyl-3-(5-methylpyridin-2-yl)-1H-pyrazol-4-yl)-1H-pyrazolo[3,4-b]pyridine